2,4-bis(benzyloxy)-5-isopropylbenzoic acid C(C1=CC=CC=C1)OC1=C(C(=O)O)C=C(C(=C1)OCC1=CC=CC=C1)C(C)C